Methyl 4-(4-amino-3-(trifluoromethyl)-1H-pyrazol-1-yl)benzoate NC=1C(=NN(C1)C1=CC=C(C(=O)OC)C=C1)C(F)(F)F